(2-chloro-5-fluorophenyl)-2-(4-methoxybenzyl)-4-nitro-2H-indazole ClC1=C(C=C(C=C1)F)C=1N(N=C2C=CC=C(C12)[N+](=O)[O-])CC1=CC=C(C=C1)OC